ClC1=C(C=CC(=C1)[N+](=O)[O-])NC(=O)NCC1=NC(=NO1)C=1C=NC=CC1 1-(2-chloro-4-nitro-phenyl)-3-{[3-(pyridin-3-yl)-1,2,4-oxadiazol-5-yl]methyl}urea